ethyl {[4-(trifluoro methoxy)phenyl]amino}acetate FC(OC1=CC=C(C=C1)NCC(=O)OCC)(F)F